C(C1CO1)OC=1C=C(C(=CC1)O)C=1C(=CC=C(C1)OCC1CO1)O 4,4'-diglycidyloxybiphenol